C(CC)NC=1C(C2=CC=CC=C2C(C1)=O)=O 2-n-propylamino-1,4-naphthoquinone